ClC=1N=CC2=C(C=CC(=C2C1)C(C)C)N1CC(C1)CO {1-[3-chloro-5-(prop-2-yl)isoquinolin-8-yl]azetidin-3-yl}methanol